CCCCCCCCCCCCCCC[C@H](CN)O 1-desoxymethylsphinganine